BrCCCOC1=CC=C(C=C1)C(\C=C\C=1SC=CC1)=O (E)-1-(4-(3-bromopropyloxy)phenyl)-3-(thiophen-2-yl)prop-2-en-1-one